OCC1(CCC1)NC(=O)C=1C=2C[C@@H]3[C@H](C2N(N1)C1=C(C=C(C=C1)F)F)C3 (1aR,5aR)-2-(2,4-Difluoro-phenyl)-1a,2,5,5a-tetrahydro-1H-2,3-diaza-cyclopropa[a]pentalene-4-carboxylic acid (1-hydroxymethyl-cyclobutyl)-amide